4-(cyclopropylsulfonyl)-N-methylmorpholine-2-carboxamide C1(CC1)S(=O)(=O)N1CC(OCC1)C(=O)NC